CC(CCCCCCCCCC)CCCC(CCCC(CCCCCCCCCC)C)C 11,15,19-Trimethylnonacosane